CC=1C=C(C=C(C1)C)C(CC1=NC=CC=C1C)C 2-(2-(3,5-Dimethylphenyl)propyl)-3-methylpyridine